fluoroaluminum sulfate S(=O)(=O)([O-])[O-].F[Al+2]